4-(2-(5-methyl-2-(phenyl-2,6-d2)oxazol-4-yl)ethoxy)benzo[b]thiophene-7-carbaldehyde CC1=C(N=C(O1)C1=C(C=CC=C1[2H])[2H])CCOC1=CC=C(C=2SC=CC21)C=O